N1=CC(=CC=C1)[C@@H]1[C@H](C1)C=1C=2N(N=C(C1)C=1C(NC(NC1)=O)=O)C=CN2 5-(8-((1S,2S)-2-(pyridin-3-yl)cyclopropyl)imidazo[1,2-b]pyridazin-6-yl)pyrimidine-2,4(1H,3H)-dione